C(C1=CC=CC=C1)N(C[C@@H](COCC1=CC=CC=C1)O)CC1(COC1)CO (S)-1-(benzyl-((3-(hydroxymethyl)oxetan-3-yl)methyl)amino)-3-(benzyloxy)propan-2-ol